S1C(=CC=C1)C(=O)OCC#N Cyanomethyl thiophene-2-carboxylate